C(C1=CC=CC=C1)N1CC(CCC1)(C1=CC=C(C=C1)C)CO (1-benzyl-3-(4-tolyl)tetrahydropyridin-3-yl)methanol